FC1(C[C@@H](N(C1)C(=O)OC(C)(C)C)C1=NNC(C(=C1)C(F)(F)F)=O)F tert-butyl (R)-4,4-difluoro-2-(6-oxo-5-(trifluoromethyl)-1,6-dihydropyridazin-3-yl)pyrrolidine-1-carboxylate